O=C1NC(CCC1N1C(C2=CC=C(C=C2C=C1)NC(OC1=CC=C(C=C1)[N+](=O)[O-])=O)=O)=O (4-nitrophenyl) N-[2-(2,6-dioxo-3-piperidyl)-1-oxo-6-isoquinolyl]carbamate